1-[(2R,6S)-6-[[bis(4-methoxyphenyl)-phenyl-methoxy]methyl]-4-cyclohexyl-6-(triiso-propylsilyloxymethyl)morpholin-2-yl]pyrimidine-2,4-dione COC1=CC=C(C=C1)C(OC[C@]1(O[C@H](CN(C1)C1CCCCC1)N1C(NC(C=C1)=O)=O)CO[Si](C(C)C)(C(C)C)C(C)C)(C1=CC=CC=C1)C1=CC=C(C=C1)OC